[Li+].CC1CC(C(CC1)C(=O)[O-])C(=O)[O-].[Li+] 4-methylcyclohexane-1,2-dicarboxylic acid, lithium salt